N-((1S)-1-(6-(4-(difluoromethyl)-6-methylpyrimidin-5-yl)-5-fluoro-1-neopentyl-1H-indol-3-yl)-2,2-difluoroethyl)cyclopropanesulfonamide FC(C1=NC=NC(=C1C1=C(C=C2C(=CN(C2=C1)CC(C)(C)C)[C@@H](C(F)F)NS(=O)(=O)C1CC1)F)C)F